3-({[(3R)-1-(tert-butoxycarbonyl)piperidin-3-yl]carbonyl}amino)-5-(2-chloro-5-cyanophenyl)-1H-indazole-1-carboxylic acid 4-methylpentanoate CC(CCC(=O)O)C.C(C)(C)(C)OC(=O)N1C[C@@H](CCC1)C(=O)NC1=NN(C2=CC=C(C=C12)C1=C(C=CC(=C1)C#N)Cl)C(=O)O